N(=C=O)CCOC(C(CCCCN=C=O)N=C=O)=O 2-isocyanatoethyl-2,6-diisocyanato-hexanoate